(2s,3r)-2-(((benzyloxy)Carbonyl)amino)-3-((tetrahydro-2H-pyran-4-yl)methoxy)butanoic acid methyl ester COC([C@H]([C@@H](C)OCC1CCOCC1)NC(=O)OCC1=CC=CC=C1)=O